NCCC[Si](C)(OCC)OCC (3-aminopropyl)-diethoxy-methyl-silane